COC1=NC=NC(=C1C(=O)NC=1SC2=C(N1)C=1C=CC(=CC1OC21CCC(CC1)C(=O)NC)C(F)(F)F)OC 2-(4,6-dimethoxypyrimidine-5-carboxamido)-N-methyl-7-(trifluoromethyl)spiro[chromeno[4,3-d]thiazole-4,1'-cyclohexane]-4'-carboxamide